(1-fluorocyclopropyl)methanol FC1(CC1)CO